C(C)N1N=CC=C1 2-ethyl-pyrazole